ClC1=NC=C(C(=C1)C1=C(C=NC(=C1)C)C(=O)NC=1SC2=C(N1)CN(C2)C(C2=NC(=C(C=C2F)C)C(F)(F)F)=O)OC 2'-Chloro-N-(5-(3-fluoro-5-methyl-6-(trifluoromethyl)picolinoyl)-5,6-dihydro-4H-pyrrolo[3,4-d]thiazol-2-yl)-5'-methoxy-6-methyl-[4,4'-bipyridine]-3-carboxamide